NC1=NC=CC=C1S(=O)(=O)NC(=O)C=1C(=NC(=CC1)C1OCCCC1)N1C(C[C@@H](C1)C)(C)C N-[(2-Amino-3-pyridyl)sulfonyl]-6-tetrahydropyran-2-yl-2-[(4S)-2,2,4-trimethylpyrrolidin-1-yl]pyridin-3-carboxamid